O=C1N(C(CN1C1=CC=C(C=C1)C(F)(F)F)=O)CC1=CC(=C(OC(C(=O)O)(C)C)C=C1)C(F)(F)F 2-(4-((2,5-Dioxo-3-(4-(trifluoro-methyl)phenyl)imidazolidin-1-yl)methyl)-2-(trifluoromethyl)-phenoxy)-2-methylpropionic acid